(3,4-difluoro-2-(2-fluoro-4-iodophenylamino)phenyl)(3-hydroxy-3-((1S,2R)-2-hydroxycyclohexyl)azetidin-1-yl)methanone FC=1C(=C(C=CC1F)C(=O)N1CC(C1)([C@@H]1[C@@H](CCCC1)O)O)NC1=C(C=C(C=C1)I)F